ethyl 2-[5-[chloro(difluoro)methyl]-2-(2-methylpyrazol-3-yl)pyrazol-3-yl]-2-(5-chloropyrimidin-2-yl)acetate ClC(C=1C=C(N(N1)C=1N(N=CC1)C)C(C(=O)OCC)C1=NC=C(C=N1)Cl)(F)F